tert-butyl (1R,2S)-2-[1-(tert-butoxycarbonyl)-3-{[6-(2-hydroxypropan-2-yl)-3-methoxypyridin-2-yl]amino}indazol-6-yl]-5'-methoxy-2'-oxospiro[cyclopropane-1,3'-indole]-1'-carboxylate C(C)(C)(C)OC(=O)N1N=C(C2=CC=C(C=C12)[C@@H]1C[C@@]12C(N(C1=CC=C(C=C21)OC)C(=O)OC(C)(C)C)=O)NC2=NC(=CC=C2OC)C(C)(C)O